C(C)(=O)C1(OC(C=2C(=C3C4C(C(OC3=CC2CCCCC)(C)C)CCC(=C4)C)O1)=O)C 2-acetyl-2,8,8,11-tetramethyl-5-pentyl-8a,9,10,12a-tetrahydro-4H,8H-benzo[c][1,3]dioxino[4,5-f]chromen-4-one